3-(2-hydroxyethyl)-1,3-oxazolidin-2-one OCCN1C(OCC1)=O